BrC1=CC(=C(C(=O)NC2=NC(=CC=C2)Br)C=C1)N1CCC2(CC2)CC1 4-Bromo-N-(6-bromopyridin-2-yl)-2-(6-azaspiro[2.5]octan-6-yl)benzamide